1-(((5s,7s)-3-(4-methyl-2-(trifluoromethyl)pyrimidin-5-yl)-2-oxo-1-oxa-3-azaspiro[4.5]decan-7-yl)methyl)-1H-benzo[d]imidazole-6-carbonitrile CC1=NC(=NC=C1N1C(O[C@]2(C1)C[C@H](CCC2)CN2C=NC1=C2C=C(C=C1)C#N)=O)C(F)(F)F